1,6-bis-(hydroxymethyl)cyclohexane OCC1CCCCC1CO